(1aR,5aR)-2-(2,4-Difluoro-phenyl)-1a,2,5,5a-tetrahydro-1H-2,3-diaza-cyclopropa[a]pentalene-4-carboxylic acid (6-chloro-pyridin-3-ylmethyl)-amide ClC1=CC=C(C=N1)CNC(=O)C=1C=2C[C@@H]3[C@H](C2N(N1)C1=C(C=C(C=C1)F)F)C3